(5-(4-fluorophenyl)-1,3,4-oxadiazol-2-yl)methanone FC1=CC=C(C=C1)C1=NN=C(O1)C=O